C(OC1=C(C=CC=C1)N1C(C2=CC=C(C=C2C1)OCC=1N=C(SC1)C)=O)([2H])([2H])[2H] (2-(methoxy-d3)phenyl)-5-((2-methylthiazol-4-yl)methoxy)isoindolin-1-one